FC(C=1C=C(C=C(C1)C(F)(F)F)C1=NN(C=N1)\C=C/C(=O)NN1C(CC(CC1)=O)=O)(F)F (Z)-3-(3-(3,5-bis(trifluoromethyl)phenyl)-1H-1,2,4-triazol-1-yl)-N-(2,4-dioxopiperidin-1-yl)acrylamide